CC1=NC2=CC=C(C=C2N=C1)CC 1-(2-methylquinoxalin-6-yl)ethan